C(C)OC(=O)N1[C@@H]2CC([C@H](C1)CC2)N2C[C@H]1C([C@H]1C2)C(N(C)CC)=O (1S,4S)-5-{(1R,5S,6r)-6-[ethyl-(methyl)carbamoyl]-3-azabicyclo[3.1.0]hex-3-yl}-2-azabicyclo[2.2.2]octane-2-carboxylic acid ethyl ester